(R)-5-(8-chloro-2-methyl-3-phenyloctan-2-yl)benzene-1,3-diol ClCCCCC[C@@H](C(C)(C)C=1C=C(C=C(C1)O)O)C1=CC=CC=C1